2-phenylpropan-2-yldithiobenzoate C1(=CC=CC=C1)C(C)(C)SC(C1=CC=CC=C1)=S